tert-butyl (R)-4-(3-hydroxy-3-methylpiperidin-1-yl)-2-(methylsulfanyl)-5,8-dihydropyrido[3,4-d]pyrimidine-7(6H)-carboxylate O[C@]1(CN(CCC1)C=1C2=C(N=C(N1)SC)CN(CC2)C(=O)OC(C)(C)C)C